CC1N(CCC1)C(=O)C=1C2=C(SC1NC(C1=CN=CC=C1)=O)CCCC2 N-(3-(2-methylpyrrolidine-1-carbonyl)-4,5,6,7-tetrahydrobenzo[b]thiophen-2-yl)nicotinamide